OCCCCCCCCCC(=O)OCC(O)CO glyceryl 10-hydroxydecanoate